(N-[4-amino-5-(4-benzyloxybenzoyl)thiazol-2-yl]-3,4-difluoro-anilino)propionamide dimethyl-(2S,4S)-1-benzylpyrrolidine-2,4-dicarboxylate COC(=O)[C@H]1N(C[C@H](C1)C(=O)OC)CC1=CC=CC=C1.NC=1N=C(SC1C(C1=CC=C(C=C1)OCC1=CC=CC=C1)=O)N(C1=CC(=C(C=C1)F)F)C(C(=O)N)C